C(C)(C)(C)OC(=O)N1CCC(CC1)N1CCC(CC1)N1N=C2C=C(C=CC2=C1)C(=O)OC methyl 2-(1'-(tert-butoxycarbonyl)-[1,4'-bipiperidin]-4-yl)-2H-indazole-6-carboxylate